C(C)(C)(C)OC(=O)C=1C=2N(C=CC1OC(C(C)(C)C)=O)N=CN2 7-(pivaloyloxy)-[1,2,4]triazolo[1,5-a]pyridine-8-carboxylic acid tert-butyl ester